CC1=C2COC(C2=CC=C1CN1C(O[C@@H]2CNCC[C@H]21)=O)=O (3aR,7aR)-1-((4-methyl-1-oxo-1,3-dihydroisobenzofuran-5-yl)methyl)hexahydrooxazolo[5,4-c]pyridin-2(1H)-one